((2-((((3-(diethylamino)propoxy)carbonyl)oxy)methyl)-1,4-phenylene)bis(oxy))bis(octane-8,1-diyl) bis(decanoate) C(CCCCCCCCC)(=O)OCCCCCCCCOC1=CC(=C(C=C1)OCCCCCCCCOC(CCCCCCCCC)=O)COC(=O)OCCCN(CC)CC